2,6-dimethyl-6H-[1,4]oxazino[3,2-g]quinazolin-7(8H)-one CC1=NC2=CC3=C(C=C2C=N1)N(C(CO3)=O)C